C(CCC)O[Mg]Cl butoxymagnesium chloride